NC1=NN2C(C=C(C=C2)C=2C=C(C(=NC2)OC)C(=O)NCC=2C(=NC=CC2)OCC2CCC2)=N1 5-{2-amino-[1,2,4]triazolo[1,5-a]pyridin-7-yl}-N-{[2-(cyclobutylmethoxy)pyridin-3-yl]methyl}-2-methoxypyridine-3-carboxamide